p-amyl-acetophenone C(CCCC)C1=CC=C(C=C1)C(C)=O